2-[4-[3-[1-(5-chloropyrimidin-2-yl)-4-piperidinyl]propoxy]-2-fluoro-phenyl]-N-[2-hydroxy-1,1-bis(hydroxymethyl)ethyl]acetamide ClC=1C=NC(=NC1)N1CCC(CC1)CCCOC1=CC(=C(C=C1)CC(=O)NC(CO)(CO)CO)F